F[Si](C1OSOC(C12C(OSOC2[Si](F)(F)F)[Si](F)(F)F)[Si](F)(F)F)(F)F 1,5,7,11-tetra-trifluorosilyl-2,4,8,10-tetraoxa-3,9-dithiaspiro[5.5]undecane